N-cyclopropyl-3-oxo-N-(4-((4-((3-(piperidin-4-yl)propyl)carbamoyl)phenyl)carbamoyl)benzyl)-3,4-dihydro-2H-benzo[b][1,4]oxazine-7-carboxamide 2,2,2-trifluoroacetate FC(C(=O)O)(F)F.C1(CC1)N(C(=O)C=1C=CC2=C(OCC(N2)=O)C1)CC1=CC=C(C=C1)C(NC1=CC=C(C=C1)C(NCCCC1CCNCC1)=O)=O